ClC=1C=C(C=NC1)C=1CN(C[C@H](C1)C)CCC1CCCC1 (S)-5'-chloro-1-(2-cyclopentylethyl)-5-methyl-1,2,5,6-tetrahydro-3,3'-bipyridine